O=C1N(C[C@@H](N1)C(F)(F)F)CC1=CC2=C(NC(=N2)[C@H](COC(C(F)(F)F)(C)C)NC(OC(C)(C)C)=O)C=C1 |o1:4| tert-butyl ((R)-1-(5-(((R*)-2-oxo-4-(trifluoromethyl)imidazolidin-1-yl)methyl)-1H-benzo[d]imidazol-2-yl)-2-((1,1,1-trifluoro-2-methylpropan-2-yl)oxy)ethyl)carbamate